ClC=1C=C(C=CC1F)NC(=O)C=1C=2CC[C@@H](C2C(=CC1)F)NC(CCC1=NN(C=C1)C)=O (S)-N-(3-chloro-4-fluorophenyl)-7-fluoro-1-(3-(1-methyl-1H-pyrazol-3-yl)propanamido)-2,3-dihydro-1H-indene-4-carboxamide